C(C)OCC(CC)NC(=O)C1CN(C1)C1=CC(=C2C(C(=CN(C2=N1)C1=NC=NS1)C(=O)O)=O)C 7-{3-[(1-ethoxybutan-2-yl)carbamoyl]azetidin-1-yl}-5-methyl-4-oxo-1-(1,2,4-thiadiazol-5-yl)-1,4-dihydro-1,8-naphthyridine-3-carboxylic acid